[N+](=O)([O-])C=1C=C(N/N=C/C2=CC(=CC=C2)/C=N/NC2=CC(=CC=C2)[N+](=O)[O-])C=CC1 3-nitro-N-[(E)-[3-[(E)-[(3-nitrophenyl)hydrazinylidene]methyl]phenyl]methylideneamino]aniline